methyl-5-(naphthalen-2-yl)-1,4-diphenyl-1H-pyrazole CC1=NN(C(=C1C1=CC=CC=C1)C1=CC2=CC=CC=C2C=C1)C1=CC=CC=C1